2-(((3-(4-Methoxybenzyl)-2-oxooxazolidin-4-yl)methoxy)methyl)-N-(1-methyl-1H-tetrazole-5-yl)-6-(trifluoromethyl)nicotinamide COC1=CC=C(CN2C(OCC2COCC2=C(C(=O)NC3=NN=NN3C)C=CC(=N2)C(F)(F)F)=O)C=C1